C(C=C(C)C)CC(=O)O.CC(=CCCC(=O)O)C.C(C)(C)N1N=C(C2=C1C(N(N=C2C)CC(=O)N[C@@H](C)C2=CC=C(C=C2)C)=O)C (S)-2-(1-isopropyl-3,4-dimethyl-7-oxo-1,7-dihydro-6H-pyrazolo[3,4-d]pyridazin-6-yl)-N-(1-(p-tolyl)ethyl)acetamide 3-methylbut-2-en-1-yl-acetate (PRENYL-ACETATE)